O1COC2=C1C=CC(=C2)C=CC(=O)N(C2=CC=CC=C2)C2=CC=CC=C2 3-(1,3-benzodioxol-5-yl)-N,N-diphenylacrylamide